4-(4-amino-6-(4-methacrylamidophenyl)-7-methyl-7H-pyrrolo[2,3-d]pyrimidin-5-yl)-N-(oxetan-2-ylmethyl)benzamide NC=1C2=C(N=CN1)N(C(=C2C2=CC=C(C(=O)NCC1OCC1)C=C2)C2=CC=C(C=C2)NC(C(=C)C)=O)C